silicon terephthalate salt C(C1=CC=C(C(=O)[O-])C=C1)(=O)[O-].[Si+4].C(C1=CC=C(C(=O)[O-])C=C1)(=O)[O-]